6,7-dimethoxy-4-phenyl-1-tosyl-1,2-dihydroquinazoline COC=1C=C2C(=NCN(C2=CC1OC)S(=O)(=O)C1=CC=C(C)C=C1)C1=CC=CC=C1